2-(5-{2-[(2,3-dihydro-1H-inden-2-yl)amino]pyrimidin-5-yl}-4H-1,2,4-triazol-3-yl)-1-{1H,4H,5H,6H,7H-[1,2,3]triazolo[4,5-c]pyridin-5-yl}ethan-1-one C1C(CC2=CC=CC=C12)NC1=NC=C(C=N1)C=1NC(=NN1)CC(=O)N1CC2=C(CC1)NN=N2